(2R,3R)-3-HYDROXY-N,N-BIS(4-METHOXYBENZYL)-1-((S)-TETRAHYDROFURAN-2-YL)HEX-5-ENE-2-SULFONAMIDE O[C@@H]([C@@H](C[C@H]1OCCC1)S(=O)(=O)N(CC1=CC=C(C=C1)OC)CC1=CC=C(C=C1)OC)CC=C